FC(C1=CC=C(/C=C/C2CN(C2)C(C#C)=O)C=C1)(F)F (E)-1-(3-(4-(trifluoromethyl)styryl)azetidin-1-yl)prop-2-yn-1-one